N1=CC(=CC2=CC=CN=C12)C=O (1,8-naphthyridin-3-yl)methanone